1-(4-(difluoromethoxy)phenyl-ethyl)-3-methyl-10-oxo-1,2,3,4,7,8,9,10-octahydropyrido[4',3':3,4]pyrazolo[1,5-a]pyrazine-7-carboxylic acid FC(OC1=CC=C(C=C1)CCC1NC(CC2=NN3C(C(NCC3C(=O)O)=O)=C21)C)F